4-{{{tert-butoxycarbonyl}(cyclopropyl)amino}methyl}-2-fluorobenzoic acid C(C)(C)(C)OC(=O)N(C1CC1)CC1=CC(=C(C(=O)O)C=C1)F